NC=1C(=NC(=CN1)Cl)CO (3-Amino-6-chloropyrazin-2-yl)methanol